Di-tert-butoxycarbonyl-L-lysine C(C)(C)(C)OC(=O)N([C@@H](CCCCN)C(=O)O)C(=O)OC(C)(C)C